FC=1C=C(OCCN2CCC3(CC2)C(NC2=CC=C(C=C23)C#N)=O)C=C(C1[C@@H](C)S(=O)(=O)C)F (R)-1'-{2-[3,5-difluoro-4-(1-methanesulfonyl-ethyl)phenoxy]ethyl}-2-oxo-1,2-dihydrospiro[indole-3,4'-piperidine]-5-carbonitrile